C(C)OC(CCC(=O)C1=NC(=CC(=C1O)Br)C1=CC(=CC=C1)Cl)=O 4-[4-Bromo-6-(3-chloro-phenyl)-3-hydroxy-pyridin-2-yl]-4-oxo-butyric acid ethyl ester